BrC1=NN(C(=C1)C(C#N)(C)C)C 2-(3-bromo-1-methyl-1H-pyrazol-5-yl)-2-methylpropanenitrile